C(C)(C)(C)OC(=O)N1CCC(CC1)OCC(=O)OC(C)(C)C 4-(2-(tert-butoxy)-2-oxoethoxy)piperidine-1-carboxylic acid tert-butyl ester